FC=1C(=C(C(=NC1C1=CC(=CC=C1)C(F)(F)F)C(C)C)NC(=O)NS(=O)(=O)C1=C(N=C(S1)C(C)(C)O)CO)C(C)C 1-[5-fluoro-2,4-bis(propan-2-yl)-6-[3-(trifluoromethyl)phenyl]pyridin-3-yl]-3-[[4-(hydroxymethyl)-2-(2-hydroxypropan-2-yl)-1,3-thiazol-5-yl]sulfonyl]urea